(R)-5-((((3'-chloro-2'-(2-chloro-3-((3-fluoro-4-(((S)-3-hydroxypyrrolidin-1-yl)methyl)pyridin-2-yl)amino)phenyl)-6-methoxy-[2,4'-bipyridin]-5-yl)methyl)amino)methyl)pyrrolidin-2-one ClC=1C(=NC=CC1C1=NC(=C(C=C1)CNC[C@H]1CCC(N1)=O)OC)C1=C(C(=CC=C1)NC1=NC=CC(=C1F)CN1C[C@H](CC1)O)Cl